O=C1N(C(C2=CC=CC=C12)=O)CC(=O)NCCS 2-(1,3-dioxoisoindol-2-yl)-N-(2-mercaptoethyl)acetamide